1-{4-[1-(2,6-difluorobenzyl)-5-dimethylaminomethyl-3-(6-monomethoxypyridazin-3-yl)-2,4-dioxo-1,2,3,4-tetrahydrothieno[2,3-d]pyrimidin-6-yl]phenyl}-3-methoxyurea FC1=C(CN2C(N(C(C3=C2SC(=C3CN(C)C)C3=CC=C(C=C3)NC(=O)NOC)=O)C=3N=NC(=CC3)OC)=O)C(=CC=C1)F